CS(=O)(=O)O.N1CC(C1)NC=1C(=C2[C@@](CN(C(C2=CN1)=O)C1=NC=C(C=C1)CO)(C)C1=C(C(=CC=C1)Cl)F)F (4R)-6-[(azetidin-3-yl)amino]-4-(3-chloro-2-fluorophenyl)-5-fluoro-2-[5-(hydroxymethyl)pyridin-2-yl]-4-methyl-3,4-dihydro-2,7-naphthyridin-1(2H)-one, methanesulfonic acid salt